FC(C1=CN(C=C1)C1=NC(=NC(=N1)C1=NC(=CC=C1)C(F)(F)F)NC1=CC(=NC=C1)C(F)(F)F)F 4-(3-(difluoromethyl)-1H-pyrrol-1-yl)-6-(6-(trifluoromethyl)pyridin-2-yl)-N-(2-(trifluoromethyl)pyridin-4-yl)-1,3,5-triazin-2-amine